6-[tert-butoxycarbonyl(methyl)amino]-5,6,7,8-tetrahydro-4H-cyclohepta[b]thiophene-2-carboxylic acid C(C)(C)(C)OC(=O)N(C1CCC2=C(SC(=C2)C(=O)O)CC1)C